FC1CC(N(C1)C(CN1N=NC(=C1)N1CCNCC1)=O)C(=O)NC(C1=CC=CC=C1)C1=CC(=C(C=C1)C(C)C)F 4-fluoro-N-{[3-fluoro-4-(propan-2-yl)phenyl](phenyl)methyl}-1-{2-[4-(piperazin-1-yl)-1H-1,2,3-triazol-1-yl]acetyl}pyrrolidine-2-carboxamide